N1(CCCC2=CC=CC=C12)C(=O)C1=CC=C(C=C1)C1=NOC(C1)(C1=CC(=CC=C1)C(F)(F)F)C(F)(F)F (3,4-dihydroquinolin-1(2H)-yl)(4-(5-(trifluoromethyl)-5-(3-(trifluoromethyl)phenyl)-4,5-dihydroisoxazol-3-yl)phenyl)methanone